C1=CC(=CC=2C3=CC(=CC=C3NC12)C=1N=NN(C1)C1=CC=C(C(=O)O)C=C1)C=1N=NN(C1)C1=CC=C(C(=O)O)C=C1 4,4'-((9H-CARBAZOLE-3,6-DIYL)BIS(1H-1,2,3-TRIAZOLE-4,1-DIYL))DIBENZOIC ACID